2-({8-methoxy-7-[3-(pyrrolidin-1-yl)propoxy]-1H,2H,3H-cyclopenta[c]quinolin-4-yl}amino)propanoic acid COC1=CC=2C3=C(C(=NC2C=C1OCCCN1CCCC1)NC(C(=O)O)C)CCC3